1-(2-(dimethylamino)ethyl)-3-(4-(1-(4-fluorophenyl)-1H-benzo[d]imidazol-6-yl)phenyl)urea CN(CCNC(=O)NC1=CC=C(C=C1)C=1C=CC2=C(N(C=N2)C2=CC=C(C=C2)F)C1)C